Natrium phosphit P([O-])([O-])[O-].[Na+].[Na+].[Na+]